C(CCCCCCC)C(CCC)([NH-])CCCCCCCC dioctyl-butylamide